1-(p-hydroxyphenyl)cyclopropanecarboxylic acid OC1=CC=C(C=C1)C1(CC1)C(=O)O